C(C)(C)(C)OC(=O)NCCC(=O)NC1CCC(CC1)OC/C=C/C(=O)O (E)-4-(((1r,4r)-4-(3-((tert-Butoxycarbonyl)amino)propanamido)cyclohexyl)oxy)but-2-enoic acid